2-[rac-2-amino-3-(2,4-dimethyl-phenoxy)propoxy]isoindoline-1,3-dione N[C@@H](CON1C(C2=CC=CC=C2C1=O)=O)COC1=C(C=C(C=C1)C)C |r|